(2S,4R)-1-((R)-2-(3-(2,6-diazaspiro[3.3]heptan-2-yl)isoxazol-5-yl)-3-methyl-butanoyl)-4-hydroxy-N-((S)-1-(4-(4-methylthiazol-5-yl)phenyl)ethyl)pyrrolidine-2-carboxamide C1N(CC12CNC2)C2=NOC(=C2)[C@H](C(=O)N2[C@@H](C[C@H](C2)O)C(=O)N[C@@H](C)C2=CC=C(C=C2)C2=C(N=CS2)C)C(C)C